CCNC(C1=C(N=CC(=C1N1CC2(CCCN2)CC1)C1=CC(=CC(=C1)F)F)CCCC)=O N-2-ethylbutyl-4-(1,7-diaza-7-spiro[4.4]nonyl)-5-(3,5-difluorophenyl)nicotinamide